ClC1=C(C=CC(=N1)C1=CC(=CC2=C1N(C(=N2)C)C[C@H](CN(C(OC(C)(C)C)=O)C)OC)F)C tert-butyl N-[(2R)-3-[7-(6-chloro-5-methyl-2-pyridyl)-5-fluoro-2-methyl-benzimidazol-1-yl]-2-methoxy-propyl]-N-methyl-carbamate